BrC1=CC=C(C=C1)C(CC(C(=O)OC)=O)=O methyl 4-(4-bromophenyl)-2,4-dioxobutyrate